FC1=CC(=C(CC=2N=C3N(CCNCC3)C2)C=C1)C(F)(F)F (4-fluoro-2-(trifluoromethyl)benzyl)-6,7,8,9-tetrahydro-5H-imidazo[1,2-d][1,4]diazepine